(R)-N'-((1,2,3,5,6,7-hexahydro-s-indacen-4-yl)carbamoyl)-2-(2-meth-oxypropan-2-yl)thiazole-5-sulfonimidamide C1CCC2=C(C=3CCCC3C=C12)NC(=O)N=[S@](=O)(N)C1=CN=C(S1)C(C)(C)OC